C(C=C)(=O)N1C(CN(CC1)C1=NC=NC2=CC(=C(C=C12)Cl)C1=C(C=CC=C1)O)C#N 1-acryloyl-4-(6-chloro-7-(2-hydroxy-phenyl)quinazolin-4-yl)piperazine-2-carbonitrile